((1-(2-(2,6-dioxopiperidin-3-yl)-1-oxoisoindolin-4-yl)pyrrolidin-3-yl)methyl)picolinamide O=C1NC(CCC1N1C(C2=CC=CC(=C2C1)N1CC(CC1)CC=1C(=NC=CC1)C(=O)N)=O)=O